2-(((2S,4r,6S)-6-((4-((S)-3-fluoropyrrolidin-1-yl)pyrimidin-2-yl)amino)spiro[3.3]heptan-2-yl)oxy)nicotinamide F[C@@H]1CN(CC1)C1=NC(=NC=C1)NC1CC2(CC(C2)OC2=C(C(=O)N)C=CC=N2)C1